O-(Carboxymethyl)hydroxylamine hemihydrochloride Cl.C(=O)(O)CON.C(=O)(O)CON